3-(4,4-Dimethoxytetrahydrofuran-2-yl)-3-oxopropionitrile COC1(CC(OC1)C(CC#N)=O)OC